N-(2-(4,4-difluorocyclohexyl)-4-(2,5-difluorophenyl)pyridin-3-yl)-4-methylisoxazole-5-carboxamide FC1(CCC(CC1)C1=NC=CC(=C1NC(=O)C1=C(C=NO1)C)C1=C(C=CC(=C1)F)F)F